3-Methoxy-7-(6-methyl-3-{1-[(3-methyltetrahydrofuran-3-yl)methyl]-1H-pyrazol-4-yl}pyridin-2-yl)cinnolin COC=1N=NC2=CC(=CC=C2C1)C1=NC(=CC=C1C=1C=NN(C1)CC1(COCC1)C)C